1-(3-trifluoromethylphenyl)-4,4-dimethyl-3-phenylpent-1-yn-3-ol FC(C=1C=C(C=CC1)C#CC(C(C)(C)C)(O)C1=CC=CC=C1)(F)F